OC(=O)C(F)(F)F.ONC(C1=CC=C(C=C1)CN1CCN(CC1)C(CNC1C(C1)C1=CC=CC=C1)=O)=O N-hydroxy-4-((4-(2-((2-phenylcyclopropyl)amino)acetyl)piperazin-1-yl)methyl)benzamide TFA salt